1-(2-Bromoethoxy)-4-iodobenzene BrCCOC1=CC=C(C=C1)I